(2S)-N-{(1S)-1-cyano-2-[(3S)-2-oxopyrrolidin-3-yl]ethyl}-4-methyl-2-(2-methyl-4-oxo-3,4-dihydro-5H-imidazo[4,5-c]pyridin-5-yl)pentanamide C(#N)[C@H](C[C@H]1C(NCC1)=O)NC([C@H](CC(C)C)N1C(C2=C(C=C1)N=C(N2)C)=O)=O